COC1=CC=C(CN2N=C(C=C2C(F)(F)F)[C@@H](C)N[S@](=O)C(C)(C)C)C=C1 (R)-N-((R)-1-(1-(4-methoxybenzyl)-5-(trifluoromethyl)-1H-pyrazol-3-yl)ethyl)-2-methylpropane-2-sulfinamide